tert-butyl (3S)-3-[[5-[2-[3-(difluoro-methoxy)anilino] pyrimidin-5-yl]-3-pyridyl]amino]pyrrolidine-1-carboxylate FC(OC=1C=C(NC2=NC=C(C=N2)C=2C=C(C=NC2)N[C@@H]2CN(CC2)C(=O)OC(C)(C)C)C=CC1)F